OC(=O)C(F)(F)F.ClC=1C=CC(=NC1)[C@@]1(OC2=C(O1)C=CC=C2C2CCNCC2)C (S)-5-chloro-2-(2-methyl-4-(piperidin-4-yl)benzo[d][1,3]dioxol-2-yl)pyridine TFA salt